FC=1C=C(C=CC1OC1=C2C(=NC=C1)NC(N2C)=O)NC(=O)C=2C=NN(C2C(F)(F)F)C2=CC=CC=C2 N-(3-fluoro-4-((1-methyl-2-oxo-2,3-dihydro-1H-imidazo[4,5-b]pyridin-7-yl)oxy)phenyl)-1-phenyl-5-(trifluoromethyl)-1H-pyrazole-4-carboxamide